(1R)-4-(3-phenoxyphenyl)-1-phosphonobutane O(C1=CC=CC=C1)C=1C=C(C=CC1)CCCCP(=O)(O)O